C(C)(C)(C)OC(=O)N1CC2C(CC1)CCN2 1,2,3,3a,4,5,7,7a-octahydropyrrolo[2,3-c]pyridine-6-carboxylic acid tert-butyl ester